2-(2-bromo-5-methyl-7-oxo-6-(piperazin-1-yl)-[1,2,4]triazolo[1,5-a]pyrimidin-4(7H)-yl)-N-(4-(trifluoromethyl)phenyl)acetamide BrC1=NN2C(N(C(=C(C2=O)N2CCNCC2)C)CC(=O)NC2=CC=C(C=C2)C(F)(F)F)=N1